C[Si](OC(=C)C)(OC(=C)C)OC(=C)C methyltris(isopropenoxy)silane